CC1=C(C=C(C=N1)NC(=O)C1=CN=C2N1CCCC2)C=2C=NC1=CC(=NC=C1C2)NC N-(6-methyl-5-(7-(methylamino)-1,6-naphthyridin-3-yl)pyridin-3-yl)-5,6,7,8-tetrahydroimidazo[1,2-a]pyridine-3-carboxamide